tert-Butyl ((2-oxopyrrolidin-1-yl)sulfonyl)carbamate O=C1N(CCC1)S(=O)(=O)NC(OC(C)(C)C)=O